ClC1=CC(=C(C=C1)C1OC2=C(OC1)C=CC=C2C2CCN(CC2)C(=O)[O-])OC 4-(3-(4-chloro-2-methoxyphenyl)-2,3-Dihydrobenzo[b][1,4]dioxin-5-yl)piperidine-1-carboxylate